S(=O)(=O)(O)C1=CC=C(C)C=C1.C(C)OC=1C(=NC=CC1)OC=1C=C(C=NC1)C1=NC=C(C=N1)C(=O)N[C@@H]1CNC[C@H](C1)F 2-(5-((3-ethoxypyridin-2-yl)oxy)pyridin-3-yl)-N-((3S,5S)-5-fluoropiperidin-3-yl)pyrimidine-5-carboxamide tosylate